ClC1=C(C=C2C(C(NC2=C1)=O)=C(O)C1=CC(=NO1)C)C1=CC=C(C=C1)C1(CCC1)CO 6-Chloro-5-[4-(1-hydroxymethyl-cyclobutyl)-phenyl]-3-[1-hydroxyl-(3-methyl-isoxazol-5-yl)-methylidene]-1,3-dihydro-indol-2-one